4,5α-epoxy-17-methyl-7-morphinene-3,6α-diol CN1[C@H]2[C@@H]3C=C[C@@H]([C@H]4[C@@]3(C=3C(=C(C=CC3C2)O)O4)CC1)O